4,6-diethyl-2-methyl-1,3-phenylenediamine C(C)C1=C(C(=C(C(=C1)CC)N)C)N